2-(4-cyanophenyl)-4-[[phenylmethylsulfonyl]oxy]-5-amino-3(2H)-furanone C(#N)C1=CC=C(C=C1)C1OC(=C(C1=O)OS(=O)(=O)CC1=CC=CC=C1)N